C(C)(C)(C)N1N=C(C(=C1Cl)C=O)C(F)F 1-TERT-BUTYL-5-CHLORO-3-(DIFLUOROMETHYL)-1H-PYRAZOLE-4-CARBALDEHYDE